cyclopent-1,3-diene C1=CC=CC1